7-(((S)-piperidin-3-yl)amino)-2,6-naphthyridine-3-carbonitrile N1C[C@H](CCC1)NC1=NC=C2C=C(N=CC2=C1)C#N